OCCCCCCCCCCCCC(=O)O 13-Hydroxytridecanoic acid